CN(CCCN(C(CCCCCCCCC)=O)C(CC(=O)O)CCCCCCCCC)C 3-{N-[3-(dimethylamino)propyl]decanamido}dodecanoic acid